[I-].[Li+].[Cl-].[Ba+2] barium chloride lithium iodide